(2,5-dimethylphenyl)(mesityl)iodonium trifluoromethanesulfonate FC(S(=O)(=O)[O-])(F)F.CC1=C(C=C(C=C1)C)[I+]C1=C(C=C(C=C1C)C)C